N1=C(C=CC=C1CN(CC(=O)O)CC1=CC=CC(=N1)C(=O)O)CN(CC(=O)O)CC1=CC=CC(=N1)C(=O)O 6,6'-(((pyridine-2,6-diylbis(methylene))bis((carboxymethyl)azanediyl))bis(methylene))dipicolinic acid